CC(CC(=O)O)(CCC(=O)O)C 3,3-dimethyl-adipic acid